[Cl-].[Cl-].C1(=CC=CC2=C3C(=C4C=5C=CC=CC5CC4=C21)C=CC=C3)[Zr+2] (dibenzofluorenyl)zirconium dichloride